ClC=1C=C(OC2CCC(CC2)NC(=O)C=2N=NC(=CC2)N2CCC3(CC(C3)=O)CC2)C=CC1C#N N-((1r,4r)-4-(3-Chloro-4-cyanophenoxy)cyclohexyl)-6-(2-oxo-7-azaspiro[3.5]nonan-7-yl)pyridazine-3-carboxamide